C(C)C1=CN=C(S1)C=1C=C(C(=O)O)C=C(C1)OC[C@@H]1COCC1 3-(5-Ethyl-1,3-thiazol-2-yl)-5-[(3S)-tetrahydro-furan-3-ylmethoxy]benzoic acid